ClC1=C(C=CC=C1)C1CCN(CC1)S(=O)(=O)N1C=[N+](C=C1)C 1-((4-(2-chlorophenyl)piperidin-1-yl)sulfonyl)-3-methyl-1H-imidazol-3-ium